3,3-difluoro-1-oxa-8-azaspiro[4.5]decane hydrochloride Cl.FC1(COC2(C1)CCNCC2)F